(S)-2-(3,5-bis(trifluoromethyl)phenyl)-7,8,9,10-tetrahydropyrazino[1,2-a]pyrido[3,2-e][1,4]diazepine-6,12(5H,6aH)-dione 2,2,2-trifluoroacetate FC(C(=O)O)(F)F.FC(C=1C=C(C=C(C1)C(F)(F)F)C=1C=CC=2NC([C@H]3N(C(C2N1)=O)CCNC3)=O)(F)F